C(C)OC1=NC=CC=C1C1=NC=2C(NCC3(C2C=C1)C(CNCC3)CC)=O 2'-(2-ethoxypyridin-3-yl)-3-ethyl-6',7'-dihydro-8'H-spiro[piperidine-4,5'-[1,7]naphthyridine]-8'-one